Cl.C(#N)CC(=O)N1C[C@@H]([C@@H](CC1)C)N(C=1C2=C(N=CN1)N(C=C2)C(OC2CCNCC2)=S)C O-(piperidin-4-yl) 4-(((3R,4R)-1-(2-cyanoacetyl)-4-methylpiperidin-3-yl) (methyl) amino)-7H-pyrrolo[2,3-d]pyrimidine-7-carbothioate hydrochloride